tert-butyl 1-(1-(tetrahydro-2H-pyran-2-yl)-1H-pyrazol-4-yl)-1H-1,2,3-triazole-4-carboxylate O1C(CCCC1)N1N=CC(=C1)N1N=NC(=C1)C(=O)OC(C)(C)C